(S)-2-((((9H-fluoren-9-yl)methoxy)carbonyl)amino)-3-(2-(tert-butoxycarbonyl)phenyl)propanoic acid C1=CC=CC=2C3=CC=CC=C3C(C12)COC(=O)N[C@H](C(=O)O)CC1=C(C=CC=C1)C(=O)OC(C)(C)C